C(C(C)C)(=O)NCC(=O)O (ISOBUTYRYLAMINO)ACETIC ACID